N-[(S)-1-(4-fluoro-3-methoxyphenyl)ethyl]-4-[(S)-5-methyl-1,4-diazepan-1-yl]-2-[(S)-3-methyl-4-morpholinyl]-8-cyclopropyl-6-methyl-1,7-diaza-3-naphthamide FC1=C(C=C(C=C1)[C@H](C)NC(=O)C=1C(=NC2=C(N=C(C=C2C1N1CCN[C@H](CC1)C)C)C1CC1)N1[C@H](COCC1)C)OC